FC=1C=CC=2N(C3=CC=C(C=C3C2C1)F)CC(CN1C(C(CC1)F)=O)O 1-(3-(3,6-difluoro-9H-carbazol-9-yl)-2-hydroxypropyl)-3-fluoropyrrolidin-2-one